4-(((3S,4S)-4-(aminomethyl)-1-((5-chloropyridin-2-yl)sulfonyl)-4-hydroxypyrrolidin-3-yl)oxy)-2-fluorobenzonitrile ethanesulfonate C(C)S(=O)(=O)O.NC[C@]1([C@H](CN(C1)S(=O)(=O)C1=NC=C(C=C1)Cl)OC1=CC(=C(C#N)C=C1)F)O